1,2,4,5-tetra(2-pyridyl)benzene N1=C(C=CC=C1)C1=C(C=C(C(=C1)C1=NC=CC=C1)C1=NC=CC=C1)C1=NC=CC=C1